tert-butyl 3-((4-chlorophenyl)carbamoyl)-2-(1,3-dioxooctahydro-2H-isoindol-2-yl)-4,7-dihydrothieno[2,3-c]pyridine-6(5H)-carboxylate ClC1=CC=C(C=C1)NC(=O)C1=C(SC=2CN(CCC21)C(=O)OC(C)(C)C)N2C(C1CCCCC1C2=O)=O